FC=1C(=NC=CC1)CNC(=O)C=1N=C(OC1)CCNCCC1=NC2=C(N1CCN1CCN(CC1)C)C=C1C(=C2)OCCO1 N-((3-fluoropyridin-2-yl)methyl)-2-(2-((2-(1-(2-(4-methylpiperazin-1-yl)ethyl)-6,7-dihydro-1H-[1,4]dioxino[2',3':4,5]benzo[1,2-d]imidazol-2-yl)ethyl)amino)ethyl)oxazole-4-carboxamide